O=C1N(CCC(N1)=O)N1C(C2=CC=C(C=C2C1=O)CN1CCC(=CC1)C=1C2=C(N=C(N1)C)SC=C2C2=CC=CC=C2)=O 2-(2,4-dioxotetrahydropyrimidin-1(2H)-yl)-5-((4-(2-methyl-5-phenylthieno[2,3-d]pyrimidin-4-yl)-3,6-dihydropyridine-1(2H)-yl)methyl)isoindoline-1,3-dione